CCCCCCCCCC(CCCCCCCC(=O)[O-])OC(=O)CCCCCCC/C=C\\CCCCCC The molecule is a monocarboxylic acid anion that is the conjugate base of 9-[(9Z)-hexadecenoyloxy]octadecanoic acid, obtained by deprotonation of the carboxy group; major species at pH 7.3. It is a conjugate base of a 9-[(9Z)-hexadecenoyloxy]octadecanoic acid.